IC1=CC2=C(N=CN=C2N2C3COCC2CC3)N1COCC[Si](C)(C)C 8-(6-iodo-7-((2-(trimethylsilyl)ethoxy)methyl)-7H-pyrrolo[2,3-d]pyrimidin-4-yl)-3-oxa-8-azabicyclo[3.2.1]octane